3-(ethanesulfinyl)azetidine hydrochloride Cl.C(C)S(=O)C1CNC1